(4-Cyanophenyl)(2,5-dioxoimidazol-1-yl)acetic acid C(#N)C1=CC=C(C=C1)C(C(=O)O)N1C(N=CC1=O)=O